6-amino-2-(3,5-dichloro-4-((4-methyl-2-(5-methylfuran-2-yl)quinolin-6-yl)oxy)phenyl)-1,2,4-triazine-3,5(2H,4H)-dione NC=1C(NC(N(N1)C1=CC(=C(C(=C1)Cl)OC=1C=C2C(=CC(=NC2=CC1)C=1OC(=CC1)C)C)Cl)=O)=O